FC(C1=CC=C(C=C1)NC=1C(=NC=CN1)N1CCN(CC1)C(C=C)=O)(F)F 1-[4-(3-{[4-(trifluoromethyl)phenyl]amino}pyrazin-2-yl)piperazin-1-yl]prop-2-en-1-one